FC1=CC=CC=2N(C(=NC21)C2=NSN=C2C)CC=2N=NC=CC2 3-(4-fluoro-1-(pyridazin-3-ylmethyl)-benzimidazol-2-yl)-4-methyl-1,2,5-thiadiazole